FC(C1=NOC(=N1)C=1C(=NC(=NC1)NC1=CC(=C(C(=O)NC)C=C1)C)N[C@H](CO)C1=CC=CC=C1)F 4-[[5-[3-(difluoromethyl)-1,2,4-oxadiazol-5-yl]-4-[[(1S)-2-hydroxy-1-phenyl-ethyl]amino]pyrimidin-2-yl]amino]-N,2-dimethyl-benzamide